4-(2-(3-chloro-6-(2,4-dioxo-1,2,3,4-tetrahydropyrimidin-5-yl)pyridazin-4-yl)cyclopropyl)benzonitrile ClC=1N=NC(=CC1C1C(C1)C1=CC=C(C#N)C=C1)C=1C(NC(NC1)=O)=O